sodium metabisulfate S(=O)(=O)([O-])S(=O)(=O)[O-].[Na+].[Na+]